NC[C@H]1NC([C@H](SCC1)C1=CC(=CC=C1)C1=CC(=CC=C1)Cl)=O (2R,5S)-5-(aminomethyl)-2-[3-(3-chlorophenyl)phenyl]-1,4-thiazepan-3-one